(2R,5aR,7S,11aR)-7-(2,3-dichloro-6-hydroxyphenyl)-2-hydroxyhexahydro-1H-pyrido[1,2-a]pyrrolo[1,2-d]pyrazine-5,11(5aH,11aH)-dione ClC1=C(C(=CC=C1Cl)O)[C@@H]1C[C@H]2N(C([C@@H]3N(C2=O)C[C@@H](C3)O)=O)CC1